3-(7-(Pyridin-3-yl)-1H-indol-5-yl)-1,5,6,7,8,9-hexahydro-2H-cyclohepta[4,5]thieno[2,3-d]pyrimidine-2,4(3H)-dione N1=CC(=CC=C1)C=1C=C(C=C2C=CNC12)N1C(NC2=C(C1=O)C1=C(S2)CCCCC1)=O